5-(2,3-dihydrobenzo[b][1,4]dioxin-6-yl)isobenzofuran O1C2=C(OCC1)C=C(C=C2)C2=CC1=COC=C1C=C2